BrC=1C=C(C=C(C1)C=1C=NN(C1)C)[C@@H](C)NC(=O)C=1C=C(C=CC1C)N1CCN(CC1)C(=O)OC(C)(C)C tert-butyl (R)-4-(3-((1-(3-bromo-5-(1-methyl-1H-pyrazol-4-yl)phenyl)ethyl) carbamoyl)-4-methylphenyl)piperazine-1-carboxylate